4-((1-(4-(2-(2-Aminopyridin-3-yl)-5-(6-cyclopropoxypyridin-3-yl)-3H-imidazo[4,5-b]pyridin-3-yl)benzyl)piperidin-4-yl)amino)pyrimidine-2-carbonitrile NC1=NC=CC=C1C1=NC=2C(=NC(=CC2)C=2C=NC(=CC2)OC2CC2)N1C1=CC=C(CN2CCC(CC2)NC2=NC(=NC=C2)C#N)C=C1